N[C@H]1[C@@H]2N(C[C@H]1CC2)C(=O)C2=CC1=C(N(C(=N1)C=1N(C3=C(C=CC=C3C1)C1CCN(CC1)C(=O)NC1=CC=CC=C1)CC1CC1)C)C(=C2)OC 4-(2-(5-((1R,4R,7R)-7-Amino-2-azabicyclo[2.2.1]heptan-2-carbonyl)-7-methoxy-1-methyl-1H-benzo[d]imidazol-2-yl)-1-(cyclopropylmethyl)-1H-indol-7-yl)-N-phenylpiperidin-1-carboxamid